trans-N-(4-dimethylamino-benzyl)-2-(1-(phenylsulfonyl)indolin-5-yl)cyclopropylamine CN(C1=CC=C(CN[C@H]2[C@@H](C2)C=2C=C3CCN(C3=CC2)S(=O)(=O)C2=CC=CC=C2)C=C1)C